ClC1=CC2=C(N(C(C(N2C)=O)=O)C2CCN(CC2)C2=NC=C(C=N2)CN2[C@@H](CN(CC2)C)C)N=C1 (R)-7-chloro-4-(1-(5-((2,4-dimethylpiperazin-1-yl)methyl)pyrimidin-2-yl)piperidin-4-yl)-1-methyl-1,4-dihydropyrido[2,3-b]pyrazine-2,3-dione